N-(5-(2-(2-oxa-6-azaspiro[3.4]octan-6-yl)acetamido)-2-methylpyridin-3-yl)-2-(1-methyl-1H-pyrazol-4-yl)pyrazolo[5,1-b]thiazole-7-carboxamide C1OCC12CN(CC2)CC(=O)NC=2C=C(C(=NC2)C)NC(=O)C=2C=NN1C2SC(=C1)C=1C=NN(C1)C